FC=1C=C(C=CC1C1=NOC(=N1)C(F)(F)F)COC=1C=CC=2N(C1)N=CN2 6-({3-fluoro-4-[5-(trifluoromethyl)-1,2,4-oxadiazol-3-yl]phenyl}methoxy)[1,2,4]triazolo[1,5-a]pyridine